1,1'-Bis(di-t-butylphosphino)ferrocene palladium [Pd].C(C)(C)(C)P([C-]1C=CC=C1)C(C)(C)C.[C-]1(C=CC=C1)P(C(C)(C)C)C(C)(C)C.[Fe+2]